O1CC1 rac-oxiran